C(C)OCC(=O)OCCCC Butyl ethoxyacetate